N[C@@H](CC(N)=O)C=O asparaginal